2-(2-methylthiazol-2-yl)-1H-pyrrole CC1(SC=CN1)C=1NC=CC1